BrC1=CC(=C(C=C1)C1=C(C=CC=C1)SC)Cl (4'-Bromo-2'-chloro-[1,1'-biphenyl]-2-yl)(methyl)sulfane